(7-azabenzotriazole-1-yl)-1,1,3,3-tetramethyluronium tetrafluoroborate F[B-](F)(F)F.N1(N=NC2=C1N=CC=C2)OC(=[N+](C)C)N(C)C